C(N)(=N)C=1C=C(SC1)CNC(=O)[C@H]1N(C[C@@H](C1)C(F)F)C(CNC(C1=CC=C(C=C1)OC1=CC=CC=C1)=O)=O (2S,4R)-N-((4-carbamimidoylthiophen-2-yl)methyl)-4-(difluoromethyl)-1-((4-phenoxybenzoyl)glycyl)pyrrolidine-2-carboxamide